1-((4-(difluoromethyl)phenyl)sulfonyl)spiro[indoline-3,4'-piperidin] FC(C1=CC=C(C=C1)S(=O)(=O)N1CC2(CCNCC2)C2=CC=CC=C12)F